1-(benzothiophen-5-yl)-N-ethylpropan-2-amine S1C=CC2=C1C=CC(=C2)CC(C)NCC